(25R)-5α-Furostan-3β,26-diol C[C@@H](CO)CCC1O[C@H]2C[C@H]3[C@@H]4CC[C@H]5C[C@H](CC[C@]5(C)[C@H]4CC[C@]3(C)[C@H]2[C@@H]1C)O